N-((3-(5-methoxy-1H-benzo[d][1,2,3]triazol-1-yl)cyclopentyl)methyl)sulfamide COC1=CC2=C(N(N=N2)C2CC(CC2)CNS(=O)(=O)N)C=C1